N-methyl-5-(4-(3-(1-methyl-4-oxo-3-(trifluoromethyl)-4,5-dihydro-1H-pyrazolo[3,4-d]pyrimidin-6-yl)cyclopentyl)piperazin-1-yl)picolinamide CNC(C1=NC=C(C=C1)N1CCN(CC1)C1CC(CC1)C=1NC(C2=C(N1)N(N=C2C(F)(F)F)C)=O)=O